(7-(4-Fluoro-3-methoxyphenyl)-2-azaspiro[3.5]nonan-2-yl)((1s,3s)-3-hydroxy-3-methylcyclobutyl)methanon FC1=C(C=C(C=C1)C1CCC2(CN(C2)C(=O)C2CC(C2)(C)O)CC1)OC